(S)-5-bromo-N-(3-chloro-2-hydroxypropyl)thiophene-2-carboxamide BrC1=CC=C(S1)C(=O)NC[C@@H](CCl)O